4-bromo-N-(4-cyanobicyclo[2.2.2]oct-1-yl)-2-(methylsulfonyl)benzamide Methyl-4-amino-3-((oxazol-4-ylmethyl)amino)benzoate COC(C1=CC(=C(C=C1)N)NCC=1N=COC1)=O.BrC1=CC(=C(C(=O)NC23CCC(CC2)(CC3)C#N)C=C1)S(=O)(=O)C